(5R)-9,9-dimethyl-2-[1-methyl-5-(trifluoromethyl)-1H-pyrazole-4-carbonyl]-8-oxo-2-azaspiro[4.5]dec-6-ene-7-carbonitrile CC1(C(C(=C[C@]2(CCN(C2)C(=O)C=2C=NN(C2C(F)(F)F)C)C1)C#N)=O)C